5-bromo-1H-benzo[d]imidazole-2(3H)-thione BrC1=CC2=C(NC(N2)=S)C=C1